CS(=O)(=O)\N=C/1\N(C(N2C(C3=CC(=C(C=C3CC2)OC)OC)=C1)=O)C(CNC(OC(C)(C)C)=O)C (E)-tert-butyl (2-(2-(methylsulfonylimino)-9,10-dimethoxy-4-oxo-6,7-dihydro-2H-pyrimido[6,1-a]isoquinolin-3(4H)-yl)propyl)carbamate